CC1=C(C(=O)OC)C(=CC(=C1)OC(C)=O)C methyl 2,6-dimethyl-4-acetoxybenzoate